FC(C(=O)O)(F)F.FC=1C=2N(C=C(C1)NC(=O)C1=CC=C(C3=CN(N=C13)CCCOC)N1CCNCC1)C=C(N2)C N-{8-fluoro-2-methylimidazo[1,2-a]pyridin-6-yl}-2-(3-methoxypropyl)-4-(piperazin-1-yl)indazole-7-carboxamide trifluoroacetic acid salt